4-(6-fluoro-3-pyridinyl)-6-(1-methylpyrazol-4-yl)pyrazolo[1,5-a]pyridine FC1=CC=C(C=N1)C=1C=2N(C=C(C1)C=1C=NN(C1)C)N=CC2